FC=1C(=C(C=CC1F)[C@@H]1[C@@H](O[C@]([C@@H]1CC)(C(F)(F)F)C)C(=O)NC1=CC(=NC=C1)C(=O)N)OC (2R,3R,4R,5R)-4-[[3-(3,4-Difluoro-2-methoxy-phenyl)-4-ethyl-5-methyl-5-(trifluoromethyl)tetrahydrofuran-2-carbonyl]amino]pyridin-2-carboxamid